6-(methoxymethyl)-3H-imidazo[4,5-b]Pyridine COCC=1C=C2C(=NC1)NC=N2